N-methyl-N-(3-((2-((3-methyl-1-(8-methyl-8-azabicyclo[3.2.1]octan-3-yl)-1H-pyrazol-4-yl)amino)-5-(trifluoromethyl)pyrimidin-4-yl)amino)propyl)cyclobutanecarboxamide CN(C(=O)C1CCC1)CCCNC1=NC(=NC=C1C(F)(F)F)NC=1C(=NN(C1)C1CC2CCC(C1)N2C)C